ClC1=CC=C2C(=N1)NC(=N2)C(N2C(C1=CC=CC=C1C2)=O)C2=C(C=CC=C2)OC 2-((5-chloro-3H-imidazo[4,5-b]pyridin-2-yl)(2-methoxyphenyl)methyl)isoindolin-1-one